BrC=1N=C2N(N1)C(CC2O)C2=CC(=CC(=C2)C(F)(F)F)F 2-bromo-5-(3-fluoro-5-(trifluoromethyl)phenyl)-6,7-dihydro-5H-pyrrolo[1,2-b][1,2,4]triazol-7-ol